FC=1C(=C(C(=O)Cl)C(=CC1F)F)C 3,4,6-trifluoro-2-methylbenzoyl chloride